3-(aminomethyl)-1-(difluoro(pyridin-2-ylsulfonyl)methyl)cyclobutanol NCC1CC(C1)(O)C(S(=O)(=O)C1=NC=CC=C1)(F)F